2-(2,6-Dimethylpyridin-4-yl)-3-isopropyl-5-((1-isopropylpiperidin-4-yl)oxy)-1H-indol CC1=NC(=CC(=C1)C=1NC2=CC=C(C=C2C1C(C)C)OC1CCN(CC1)C(C)C)C